C(=CC1=CC=CC=C1)C1C(C(C(C1)C=C)CO[Si](C)(C)C(C)(C)C)CO[Si](C)(C)C(C)(C)C (((3-styryl-5-vinylcyclopentane-1,2-diyl)bis(methylene))bis(oxy))bis(tert-butyldimethylsilane)